[N+](=O)([O-])C1=C(C#N)C=C(C(=C1)OC)OCCCCl 2-nitro-4-methoxy-5-(3-chloropropoxy)benzonitrile